(S)-3-benzyl-2-(6-(4-(benzyloxy)-2-ethylphenyl)-1H-indazol-3-yl)-4,5,6,7-tetrahydro-3H-imidazo[4,5-c]pyridine-6-carboxylic acid benzyl ester, hydrochloride Cl.C(C1=CC=CC=C1)OC(=O)[C@@H]1CC2=C(CN1)N(C(=N2)C2=NNC1=CC(=CC=C21)C2=C(C=C(C=C2)OCC2=CC=CC=C2)CC)CC2=CC=CC=C2